O[C@H]1CN(CC1)CCCOC=1C(=C(C=CC1)C1=C(C=CC=C1)C)C 3'-(3-((R)-3-hydroxypyrrolidin-1-yl)propoxy)-2,2'-dimethyl-1,1'-biphenyl